3-[[(6R)-17-amino-6-hydroxy-13-oxo-6,15-bis(trifluoromethyl)-19-oxa-3,4,12,18-tetrazatricyclo[12.3.1.12,5]nonadeca-1(18),2,4,14,16-pentaen-12-yl]methyl]benzonitrile NC1=CC(=C2C(N(CCCCC[C@@](C3=NN=C(C1=N2)O3)(C(F)(F)F)O)CC=3C=C(C#N)C=CC3)=O)C(F)(F)F